ClC1=C(C=C2C(C(=CN(C2=N1)C1=NC(=NS1)C1=CC=CC=C1)C(=O)O)=O)F 7-chloro-6-fluoro-4-oxo-1-(3-phenyl-1,2,4-thiadiazol-5-yl)-1,4-dihydro-1,8-naphthyridine-3-carboxylic acid